2,4-dimethylthiazole-5-carbonyl chloride CC=1SC(=C(N1)C)C(=O)Cl